2-(3,5-dichloro-4-((3-isopropyl-2-oxo-2,3-dihydro-1H-benzo[d]imidazol-5-yl)oxy)phenyl)-3,5-dioxo-2,3,4,5-tetrahydro-1,2,4-triazine-6-carbonitrile ClC=1C=C(C=C(C1OC1=CC2=C(NC(N2C(C)C)=O)C=C1)Cl)N1N=C(C(NC1=O)=O)C#N